ClC1=CC=C(CC=2C(C3=CC=CC=C3C(C2C)=O)=O)C=C1 2-(4-chlorobenzyl)-3-methylnaphthalene-1,4-dione